OCCOC(CO)(CCCC)O 2-(2'-hydroxyethoxy)-1,2-hexanediol